O=C([C@H](O)[C@@H](O)[C@H](O)CO)[O-] xylonate